FC=1C=C2C(=NC1)NC=C2C2=NC(=CC(=N2)N[C@@H]2[C@H](C1CCC2CC1)C(=O)O)C=1OC=CC1 (2S,3S)-3-((2-(5-fluoro-1H-pyrrolo[2,3-b]pyridin-3-yl)-6-(furan-2-yl)pyrimidin-4-yl)amino)bicyclo[2.2.2]octane-2-carboxylic acid